tetrahydro-2H-pyran-4-yl (1R,3s,5S)-3-(methylamino)-9-azabicyclo[3.3.1]nonane-9-carboxylate CNC1C[C@H]2CCC[C@@H](C1)N2C(=O)OC2CCOCC2